N[C@H](C(=O)OC(C)(C)C)CCC(C=[N+]=[N-])=O tert-Butyl (S)-2-amino-6-diazo-5-oxohexanoate